C1(CC=CC1)CCC(=O)O 3-Cyclopenta-3-en-1-yl-propionic acid